lithium eicosyl fluoride lithium [Li].C(CCCCCCCCCCCCCCCCCCC)F.[Li]